6-chloro-N-[4,6-dimethoxy-5-(methoxymethyl)pyrimidin-2-yl]-1H-indole-3-sulfonic acid amide ClC1=CC=C2C(=CNC2=C1)S(=O)(=O)NC1=NC(=C(C(=N1)OC)COC)OC